8-(3-hydroxyphenyl)-10-(4-methylphenyl)-2,4,5,6,7,11,12-heptaazatricyclo[7.4.0.03,7]trideca-1(13),3,5,9,11-pentaen-13-ol OC=1C=C(C=CC1)C1N2N=NN=C2NC2=C(N=NC(=C12)C1=CC=C(C=C1)C)O